3-[6-bromo-3-(2-fluoro-5-methyl-3-pyridyl)-2,4-dioxo-thieno[3,2-d]pyrimidin-1-yl]propanenitrile BrC1=CC=2N(C(N(C(C2S1)=O)C=1C(=NC=C(C1)C)F)=O)CCC#N